N1N=CC(=C1)CN1C(=NC2=C1C(=CC(=C2)C(=O)OC)OC)C=2NC1=CC=CC=C1C2 Methyl 1-((1H-pyrazol-4-yl)methyl)-2-(1H-indol-2-yl)-7-methoxy-1H-benzo[d]imidazole-5-carboxylate